P(=O)(OOC(C=C)=O)(OCCCCCCCCCCCCCCCC)[O-] acryloyloxy cetyl phosphate